ClC=1C(=C2C=NNC2=C(C1F)NC(C)C(C)O)C=1N=CC=2N(C1)C=C(N2)NC(=O)C2C(C2)F N-(6-(5-chloro-6-fluoro-7-((3-hydroxybutan-2-yl)amino)-1H-indazol-4-yl)imidazo[1,2-a]pyrazin-2-yl)-2-fluorocyclopropane-1-carboxamide